(S)-1-cyano-N-(6-(pyrrolidin-1-yl)pyridin-2-yl)pyrrolidine-3-carboxamide C(#N)N1C[C@H](CC1)C(=O)NC1=NC(=CC=C1)N1CCCC1